C(C)OC(=O)C1=NC(=NO1)C1=CC(=C(C(=C1)C)S(=O)(=O)C)Cl (3-chloro-5-methyl-4-(methylsulfonyl)phenyl)-1,2,4-oxadiazole-5-carboxylic acid ethyl ester